C(C)(C)(C)C=1C=CC=2C(NS(C=3C=CC=C(NCCC[C@H]4CC(N(C2N1)C4)(C)C)N3)(=O)=O)=O (14S)-8-tert-butyl-12,12-dimethyl-2λ6-thia-3,9,11,18,23-pentaazatetracyclo[17.3.1.111,14.05,10]tetracosa-1(23),5(10),6,8,19,21-hexaene-2,2,4-trione